N-(cyclopropylmethyl)-N-methyl-4-(4-oxo-2-(trifluoromethyl)-4H-pyrido[1,2-a]pyrimidin-9-yl)benzamide C1(CC1)CN(C(C1=CC=C(C=C1)C1=CC=CN2C1=NC(=CC2=O)C(F)(F)F)=O)C